5-(6-morpholino-4-phenoxypyridin-2-yl)thiazol-2-amine O1CCN(CC1)C1=CC(=CC(=N1)C1=CN=C(S1)N)OC1=CC=CC=C1